IC1=CC(=C(C(=O)Cl)C=C1)N1CC2CC2(CC1)C 4-iodo-2-(6-methyl-3-azabicyclo[4.1.0]heptan-3-yl)benzoyl chloride